C(CCCCCC)NC(=O)N(CCC)CCC N-heptyl-N',N'-dipropylurea